NCC(CN1N=CN(C1=O)C1=NC(=CC=C1)C1=CC2=C(OCO2)C=C1)=C(F)F 2-[2-(aminomethyl)-3,3-difluoro-allyl]-4-[6-(1,3-benzodioxol-5-yl)-2-pyridyl]-1,2,4-triazol-3-one